FC=1C(=CC(=NC1)C)C1=CC(=NN1)C(=O)N1C2(CC2)CC(CC1)C(=O)NC1CCC(CC1)(C(F)(F)F)O 4-(5-(5-fluoro-2-methylpyridin-4-yl)-1H-pyrazole-3-carbonyl)-N-((1r,4R)-4-hydroxy-4-(trifluoromethyl)cyclohexyl)-4-azaspiro[2.5]octane-7-carboxamide